tert-butyl 2-methyl-4-((trimethylsilyl) oxy)-5,6-dihydropyridine-1(2H)-carboxylate CC1N(CCC(=C1)O[Si](C)(C)C)C(=O)OC(C)(C)C